CN(C(=O)C1C[C@H](NC([C@@H](NC(C(CCCC/C=C/C1)CCCCCCC)=O)CC(C)C)=O)C(=O)OCC)C ethyl (2S,5S,E)-7-(dimethylcarbamoyl)-15-heptyl-2-isobutyl-3,16-dioxo-1,4-diazacyclohexadec-9-ene-5-carboxylate